CN1C(C(=C(C=C1)[O-])NC(N[C@@H](CC(=O)[O-])C=1C=C(C=C(C1)C)C1=C(C=CC=C1C)C)=O)=O.[Na+].[Na+] Natrium (S)-3-(3-(1-Methyl-4-oxido-2-oxo-1,2-dihydropyridin-3-yl)ureido)-3-(2',5,6'-trimethylbiphenyl-3-yl)propanoat